(S)-6-(4-(5-(1,3-dioxolan-2-yl)pyridin-2-yl)indolin-1-yl)-N-(2,2-difluorocyclopropyl)-8-((4-methoxybenzyl)(methyl)amino)imidazo[1,2-b]pyridazine-3-carboxamide O1C(OCC1)C=1C=CC(=NC1)C1=C2CCN(C2=CC=C1)C=1C=C(C=2N(N1)C(=CN2)C(=O)N[C@@H]2C(C2)(F)F)N(C)CC2=CC=C(C=C2)OC